FC=1C=C2C=3C(=CN(C2=C(C1N1CC(NCC1)C)OC)C1CC1)C1=CC=C(C=C1N3)OC 2-fluoro-4,9-dimethoxy-3-(3-methylpiperazin-1-yl)-5-cyclopropyl-5H-indolo[3,2-c]quinoline